C(C1=CC=CC=C1)OC(=O)NC(C=1OC2=C(N1)C=C(C=C2)CC2(C(N[C@@H](C2)C(F)(F)F)=O)C(=O)O)C2CCC(CC2)(F)F (5S)-3-((2-((((benzyloxy)carbonyl)amino)(4,4-difluorocyclohexyl)methyl)benzo[d]-oxazol-5-yl)methyl)-2-oxo-5-(trifluoromethyl)pyrrolidine-3-carboxylic acid